C(C)OC(CCOC1=CC(=C(C=C1)OC)Br)=O 3-(3-bromo-4-methoxyphenoxy)propionic acid ethyl ester